4-(4-((4-(cyclopropylmethoxy)piperidin-1-yl)methyl)benzylamino)-2-(2,6-dioxopiperidin-3-yl)isoindoline-1,3-dione C1(CC1)COC1CCN(CC1)CC1=CC=C(CNC2=C3C(N(C(C3=CC=C2)=O)C2C(NC(CC2)=O)=O)=O)C=C1